2-bromo-4,5-dimethoxybenzyl alcohol BrC1=C(CO)C=C(C(=C1)OC)OC